FC=1C=C2C(=C(NC2=C(C1)F)C1=CC=C(C=C1)F)CC1CN(C1)C(=O)C1(CC1)CO [3-[[5,7-difluoro-2-(4-fluorophenyl)-1H-indol-3-yl]methyl]azetidin-1-yl]-[1-(hydroxymethyl)cyclopropyl]methanone